pyrrolo[2,3-b]pyridin-4-yltrifluoromethanesulfonate N1C=CC=2C1=NC=CC2OS(=O)(=O)C(F)(F)F